C(#C)[C@@]1(CCC(C=2N(C1)N=C1C2CN([C@@H](C1)C)C(=O)OC(C)(C)C)(F)F)O |o1:2| (3R,8R*)-tert-Butyl 8-ethynyl-11,11-difluoro-8-hydroxy-3-methyl-3,4,8,9,10,11-hexahydro-1H-pyrido[4',3':3,4]pyrazolo[1,5-a]azepine-2(7H)-carboxylate